BrC1=NC(=CC=C1O[C@H]1C[C@H](CC1)NC(OC(C)(C)C)=O)C(C)C tert-Butyl ((1S,3R)-3-((2-bromo-6-isopropylpyridin-3-yl)oxy)cyclopentyl)carbamate